C(#N)C1=CC=C(C=C1)C(CN[C@@H](C(=O)NC1=NC=C(C=C1)N1C[C@@H](CC1)OC)C1=CC=CC=C1)C (R)-2-((2-(4-cyano-phenyl)propyl)-amino)-N-(5-((R)-3-methoxy-pyrrolidin-1-yl)-pyridin-2-yl)-2-phenylacetamide